1-bromo-3-fluoro-5,6,7,8-tetrahydronaphthalene-2-carbaldehyde BrC1=C(C(=CC=2CCCCC12)F)C=O